O(C1=CC=CC=C1)[C@H]1C(O[C@@H]([C@H]1OC1=CC=CC=C1)COC1=CC=CC=C1)=O (3R,4R,5R)-3,4-bis(phenoxy)-5-((phenoxy)methyl)dihydrofuran-2(3H)-one